6-(4-((3,3-dimethyl-5-(4-methyl-1-oxo-1,3-dihydroisobenzofuran-5-yl)piperazin-1-yl)methyl)-2H-1,2,3-triazol-2-yl)-4-methoxypyridine-3-carbonitrile CC1(CN(CC(N1)C=1C(=C2COC(C2=CC1)=O)C)CC1=NN(N=C1)C1=CC(=C(C=N1)C#N)OC)C